4-oxo-1,1'-biphenyl O=C1CC=C(C=C1)C1=CC=CC=C1